Tert-butyl (3S,5S)-3-fluoro-5-hydroxypiperidine-1-carboxylate F[C@@H]1CN(C[C@H](C1)O)C(=O)OC(C)(C)C